2-[(5-bromo-3-methoxy-2-pyridyl)oxymethyl]-6,7-dihydro-4H-pyrazolo[5,1-c][1,4]oxazine BrC=1C=C(C(=NC1)OCC1=NN2C(COCC2)=C1)OC